C1(=CC=CC=C1)[Si](CCCC1=CC=CC=C1)(CCCC1=CC=CC=C1)CCCC1=CC=CC=C1 phenyltris(3-phenylpropyl)silane